ClC=1C(=CC2=C(C1)OCC=1N=C(SC12)N(C1CC(NC(C1)(C)C)(C)C)C)C(F)(F)F 7-Chloro-N-methyl-N-(2,2,6,6-tetramethylpiperidin-4-yl)-8-(trifluoromethyl)-4H-chromeno[3,4-d]thiazol-2-amine